3-(1,3-oxazol-2-yl)-5-(4,4,5,5-tetramethyl-1,3,2-dioxaborolan-2-yl)pyridine O1C(=NC=C1)C=1C=NC=C(C1)B1OC(C(O1)(C)C)(C)C